5-(3-fluorophenyl)pyrrolidine-3-ol hydrochloride Cl.FC=1C=C(C=CC1)C1CC(CN1)O